1,4-phenylenedipropionic acid C1=CC(=CC=C1CCC(=O)O)CCC(=O)O